CC1=NOC(=C1)NC(=O)NC1=CC=C(C=C1)NC1=NC=2C3=C(CCC2C=N1)C=C(C=C3)OCCN3CCOCC3 (3-Methylisoxazol-5-yl)-3-(4-((8-(2-morpholinoethoxy)-5,6-dihydrobenzo[h]quinazolin-2-yl)amino)phenyl)urea